(S)-N-(5-(2,3-Dihydrobenzo[b][1,4]dioxine-6-carboxamido)-2-fluorophenyl)-6-((3-hydroxypyrrolidin-1-yl)methyl)thieno[2,3-b]pyridine-2-carboxamide O1C2=C(OCC1)C=C(C=C2)C(=O)NC=2C=CC(=C(C2)NC(=O)C2=CC=1C(=NC(=CC1)CN1C[C@H](CC1)O)S2)F